[Na+].FC(C(CS(=O)(=O)[O-])(C(F)(F)F)O)(F)F 3,3,3-trifluoro-2-hydroxy-2-trifluoromethylpropane-1-sulfonic acid sodium salt